OC[C@H](C[C@H]1C(NCC1)=O)NC([C@H](CCCC)NC(O[C@H](C(F)(F)C1=CC(=CC=C1)Cl)C=1C=NC=CC1)=O)=O (S)-2-(3-chlorophenyl)-2,2-difluoro-1-(pyridin-3-yl)ethyl ((S)-1-(((S)-1-hydroxy-3-((S)-2-oxopyrrolidin-3-yl) propan-2-yl)amino)-1-oxohexan-2-yl)carbamate